C[C@H]1NCC(C(C1)C(=O)OCC)=O (2R)-ethyl 2-methyl-5-oxopiperidine-4-carboxylate